BrCC[NH3+] 2-bromoethylammonium